C(C1=CC=CC=C1)OC(/C=C/C1CN(CC1)C(=O)OC(C)(C)C)=O tert-butyl 3-[(1E)-3-(benzyloxy)-3-oxoprop-1-en-1-yl]pyrrolidine-1-carboxylate